OC1C(N(C(CC1)=O)CC1=CC=C(C=C1)OC)=O 3-hydroxy-1-[(4-methoxyphenyl)methyl]piperidine-2,6-dione